2-METHYL-2-(PROP-2-EN-1-YLOXY)PROPANOIC ACID CC(C(=O)O)(C)OCC=C